FC=1C(=NC=CC1)C=1C(=NC=CC1)C(=O)N1[C@@H]2[C@@H](C[C@H](C1)CC2)NC2=NC=C(C=C2)C(F)(F)F (3-fluoro-[2,3'-bipyridin]-2'-yl)((1S,4R,6R)-6-((5-(trifluoromethyl)pyridin-2-yl)amino)-2-azabicyclo[2.2.2]octan-2-yl)methanone